C(C)(C)(C)OC(=O)N1CCC(CC1)N1C(C2=CC=C(C=C2C1)F)=O 4-(5-fluoro-1-oxo-isoindolin-2-yl)piperidine-1-carboxylic acid tert-butyl ester